The molecule is a hydroxy monocarboxylic acid anion that is the conjugate base of 2-hydroxy-3-methylbutyric acid, formed by loss of a proton from the carboxy group. It has a role as a human metabolite. It is a conjugate base of a 2-hydroxy-3-methylbutyric acid. CC(C)C(C(=O)[O-])O